2-(difluoromethyl)-3-(methoxymethyl)-2'-methyl-spiro[4,5-dihydrothieno[2,3-C]pyran-7,4'-piperidine] FC(C1=C(C2=C(S1)C1(CC(NCC1)C)OCC2)COC)F